ClC1=NC(=CC(=C1C#N)NC1=CC2=C(N(C(N2CCC(C)(C)O)=O)C)C=C1)C 2-chloro-4-[[3-(3-hydroxy-3-methyl-butyl)-1-methyl-2-oxo-benzimidazol-5-yl]amino]-6-methyl-pyridine-3-carbonitrile